N-methyl-3-chloropropylamine hydrochloride Cl.CNCCCCl